N[C@@H](C(=O)O)CC(=O)NC (R)-2-AMINO-N-METHYL-SUCCINAMIC ACID